C(C)(C)(C)C1=NC(=NO1)C(=O)NCC1=C(C=C(C=C1)C1=C(C=NC=C1)N1CCN(CC1)C(=O)C1OC1)C 5-(tert-butyl)-N-(2-methyl-4-(3-(4-(oxirane-2-carbonyl)piperazin-1-yl)pyridin-4-yl)benzyl)-1,2,4-oxadiazole-3-carboxamide